COCC1=NC(=NO1)C=1C=C2CC[C@H](C2=CC1)NC(=O)C=1C=NNC1 (R)-N-(5-(5-(methoxymethyl)-1,2,4-oxadiazol-3-yl)-2,3-dihydro-1H-inden-1-yl)-1H-pyrazole-4-carboxamide